FC=1C=C2NC=CC2=C2CN3N=NC(C(COCCC(N4C=CC(C=5C(=CC=C(OC12)C5)F)=N4)C4=CC=CC=C4)(C)C)=C3 24,30-difluoro-11,11-dimethyl-6-phenyl-9,26-dioxa-5,13,14,15,21,33-hexazahexacyclo[25.3.1.12,5.112,15.017,25.018,22]tritriaconta-1(31),2(33),3,12(32),13,17,19,22,24,27,29-undecaene